NC1=NC(N(N=C1)[C@@H]1O[C@@]([C@H](C1)O)(CO)CCl)=O 5-amino-2-((2R,4S,5R)-5-(chloromethyl)-4-hydroxy-5-(hydroxymethyl)tetrahydrofuran-2-yl)-1,2,4-triazin-3(2H)-one